N-(2-(1,7-dimethyl-1H-indazol-3-yl)propan-2-yl)-2-(pyrrolidin-2-yl)acetamide CN1N=C(C2=CC=CC(=C12)C)C(C)(C)NC(CC1NCCC1)=O